FC=1C(=C(C#N)C(=CC1)O[C@@H]1[C@H](C1)C)C=1N(N=CC1)C 3-fluoro-6-[(1S,2S)-2-methylcyclopropoxy]-2-(2-methylpyrazol-3-yl)benzonitrile